FC(S(=O)(=O)OC1=CC(=CC2=CC=C(C(=C12)C#C[Si](C(C)C)(C(C)C)C(C)C)F)O[Si](C(C)C)(C(C)C)C(C)C)(F)F 7-fluoro-8-((triisopropylsilyl)ethynyl)-3-((triisopropylsilyl) oxy)naphthalen-1-yl trifluoromethanesulfonate